dichloro-1,1'-bis(diphenylphosphino)ferrocene palladium(II) [Pd+2].ClC1=C([C-](C=C1)P(C1=CC=CC=C1)C1=CC=CC=C1)Cl.[C-]1(C=CC=C1)P(C1=CC=CC=C1)C1=CC=CC=C1.[Fe+2]